C(C)O[Si](CCCSSCCC[Si](OCC)(OCC)OCC)(OCC)OCC bis[3-(triethoxysilyl)-propyl]disulfide